ClC=1C(=C(CSC2=NC=3N(C(N(C(C3N2C)=O)C)=O)C)C=CC1)OC 8-((3-chloro-2-methoxybenzyl)thio)-1,3,7-trimethyl-1H-purine-2,6(3H,7H)-dione